6-chloro-N-[5-(2,2-difluoroethoxy)-4-methoxy-pyrimidin-2-yl]-1H-indole-3-sulfonic acid amide ClC1=CC=C2C(=CNC2=C1)S(=O)(=O)NC1=NC=C(C(=N1)OC)OCC(F)F